6-oxo-dibenzo[c,e]-[1,2]oxaphosphorin-6-ylmethylsuccinate O=P1(OC2=C(C3=C1C=CC=C3)C=CC=C2)CC(C(=O)[O-])CC(=O)[O-]